CCCCC(CC)CN(CC(CC)CCCC)CC(CC)CCCC 2-ethyl-N,N-bis(2-ethylhexyl)hexan-1-amine